O(C1=CC=C(C=C1)S(=O)(=O)Cl)C1=CC=C(C=C1)S(=O)(=O)Cl 4,4'-oxo-bis-benzenesulfonyl chloride